2-Methyl-1-[4-methylthiophenyl]-2-morpholino-1-propanone CC(C(=O)C1=CC=C(C=C1)SC)(C)N1CCOCC1